FC1=C(C=CC(=C1)B1OC(C(O1)(C)C)(C)C)C1CCNCC1 4-(2-fluoro-4-(4,4,5,5-tetramethyl-1,3,2-dioxaborolan-2-yl)phenyl)piperidine